hydrochloride sesquihydrate O.Cl.O.O.Cl